FC(F)(F)C1C(CCCCCCCCCC)O1 trifluoromethyl-1,2-epoxydodecane